2''-[4-(benzyloxy)phenyl]-2'',3''-dihydrodispiro[[1,3]dioxolane-2,1'-cyclohexane-4',1''-indene] C(C1=CC=CC=C1)OC1=CC=C(C=C1)C1C2(C3=CC=CC=C3C1)CCC1(CC2)OCCO1